C(#N)CC1=C(C=C(C=C1)NC(=O)N1C2CCCC1C2)C2=NC=CC=C2 N-(4-(cyanomethyl)-3-(pyridin-2-yl)phenyl)-6-azabicyclo[3.1.1]heptane-6-carboxamide